BrC1=CC2=C(C(=N1)OC1CC1)N(C=N2)C(C)C 6-bromo-4-cyclopropoxy-3-(propan-2-yl)-3H-imidazo[4,5-c]pyridine